ClC=1C(=NC(=NC1)NC1=C(C=C(C(=C1)CC)N1CCC(CC1)N1CCOCC1)OC)NC1=C(C2=C(OCCO2)C=C1)N(S(=O)(=O)C)C N-(6-((5-chloro-2-((5-ethyl-2-methoxy-4-(4-morpholinopiperidin-1-yl)phenyl)amino)pyrimidin-4-yl)amino)-2,3-dihydrobenzo[b][1,4]dioxin-5-yl)-N-methylmethanesulfonamide